3β-acetoxy-5α-hydroxy-6β-(3-aminopropylamino)-cholest-7-ene C(C)(=O)O[C@@H]1C[C@@]2([C@@H](C=C3[C@@H]4CC[C@H]([C@@H](CCCC(C)C)C)[C@]4(CC[C@@H]3[C@]2(CC1)C)C)NCCCN)O